acenaphthylene (S)-2-methylbutyrate C[C@H](C(=O)O)CC.C1=CC2=CC=CC3=CC=CC1=C23